FC(CN1C(=NC=2C1=NC(=CN2)C=2C=CN1N=C(N=CC12)NC1CCC2(COC2)CC1)C)F 5-(1-(2,2-difluoroethyl)-2-methyl-1H-imidazo[4,5-b]pyrazin-6-yl)-N-(2-oxaspiro[3.5]non-7-yl)pyrrolo[2,1-f][1,2,4]triazin-2-amine